2-methyl-4-(6-(trimethylstannyl)pyridin-2-yl)piperazine-1-carboxylate CC1N(CCN(C1)C1=NC(=CC=C1)[Sn](C)(C)C)C(=O)[O-]